morpholinium hydrochloride salt Cl.[NH2+]1CCOCC1